C(C)(C)(C)S(=O)NC(C(F)F)C=1C=C(C=NC1OC)C1CN(CCC1(F)F)C(=O)OCC1=CC=CC=C1 benzyl 3-(5-(1-((tert-butylsulfinyl)amino)-2,2-difluoroethyl)-6-methoxypyridin-3-yl)-4,4-difluoropiperidine-1-carboxylate